(R)-3-(6-chloropyridin-2-yl)-N-(6-(trifluoromethyl)chroman-3-yl)-6,7-dihydro-4H-pyrazolo[5,1-c][1,4]oxazine-2-carboxamide ClC1=CC=CC(=N1)C=1C(=NN2C1COCC2)C(=O)N[C@H]2COC1=CC=C(C=C1C2)C(F)(F)F